6-(3-Chloro-6-(difluoromethyl)-2-fluorophenyl)-N-(1-((2-(2-(1-hydroxycyclopropyl)pyrrolidin-1-yl)pyrimidin-5-yl)methyl)-1H-pyrazol-4-yl)pyrazine-2-carboxamide ClC=1C(=C(C(=CC1)C(F)F)C1=CN=CC(=N1)C(=O)NC=1C=NN(C1)CC=1C=NC(=NC1)N1C(CCC1)C1(CC1)O)F